4-(furo[3,2-c]pyridin-4-yl)-N-(4-hydroxy-bicyclo[2.2.1]heptan-1-yl)benzamide O1C=CC=2C(=NC=CC21)C2=CC=C(C(=O)NC13CCC(CC1)(C3)O)C=C2